dibenzyl-carbazole C(C1=CC=CC=C1)C1=C(C=2NC3=CC=CC=C3C2C=C1)CC1=CC=CC=C1